4-(2-(3-isopropyl-2-(8-methoxy-[1,2,4]triazolo[1,5-a]pyridin-6-yl)-1H-indol-5-yl)ethyl)morpholine C(C)(C)C1=C(NC2=CC=C(C=C12)CCN1CCOCC1)C=1C=C(C=2N(C1)N=CN2)OC